8-(5-(difluoromethyl)-6-methyl-1-(tetrahydro-2H-pyran-2-yl)-1H-indazol-4-yl)-2-(methylthio)pyrido[4',3':4,5]thieno[2,3-d]pyrimidin-4-ol FC(C=1C(=C2C=NN(C2=CC1C)C1OCCCC1)C1=NC=CC2=C1SC=1N=C(N=C(C12)O)SC)F